3-(1-Methylindazol-5-yl)imidazol-2-one hydrochloride Cl.CN1N=CC2=CC(=CC=C12)N1C(NC=C1)=O